[7-[1-(2,6-Dioxopiperidin-3-yl)-3-methyl-2-oxo-1,3-benzodiazol-5-yl]heptyl]carbamic acid tert-butyl ester C(C)(C)(C)OC(NCCCCCCCC1=CC2=C(N(C(N2C)=O)C2C(NC(CC2)=O)=O)C=C1)=O